FC1=CC=CC(=N1)CC=1C=NN(C1)C(=O)N[C@@H]1C(N(C2=C(OC1)C=CC(=C2)C#CC(C)(C)O)C)=O (S)-4-((6-fluoropyridin-2-yl)methyl)-N-(7-(3-hydroxy-3-methylbut-1-yn-1-yl)-5-methyl-4-oxo-2,3,4,5-tetrahydrobenzo[b][1,4]oxazepin-3-yl)-1H-pyrazole-1-carboxamide